NC1=C2N=CN(C2=NC(=N1)F)[C@H]1C[C@@H]([C@@](O1)(C#C)COP(=O)(OC1=CC=CC=C1)N[C@@H](CC1=CC=CC=C1)C(=O)OCCCCCCCCCCCCCCCCCCC)O Nonadecyl ((((2R,3S,5R)-5-(6-amino-2-fluoro-9H-purin-9-yl)-2-ethynyl-3-hydroxy-tetrahydrofuran-2-yl)meth-oxy)(phenoxy)phosphoryl)-L-phenylalaninate